N-(6-(((1R,5S,6R)-3-(2,2-difluoroethyl)-3-azabicyclo[3.1.0]hexan-6-yl)methoxy)-2,2-dimethyl-2,3-dihydrobenzofuran-5-yl)pyrazolo[1,5-a]pyrimidine-3-carboxamide FC(CN1C[C@H]2C([C@H]2C1)COC1=CC2=C(CC(O2)(C)C)C=C1NC(=O)C=1C=NN2C1N=CC=C2)F